4-(Trifluoromethoxy)benzylzinc bromide [Br-].FC(OC1=CC=C(C[Zn+])C=C1)(F)F